N=1NC=2N=CN=C3CCCC1C23 2,6,7,8-tetrahydropyrazolo[3,4,5-de]quinazoline